COC(OC)=O.C(C)(=O)OC Methyl acetate Dimethyl-carbonate